C(C1=CC=CC=C1)OC1=CC=C(C=N1)CNC1=CC(=NC=2N1N=CC2CC)N2CCCCC2 N-((6-(benzyloxy)pyridin-3-yl)methyl)-3-ethyl-5-(piperidin-1-yl)pyrazolo[1,5-a]pyrimidin-7-amine